SCCCCCCCCS 1,8-Dimercaptooctan